C(C=C)(=O)NC(CS(=O)(=O)[O-])(C)C.[Na+] sodium 2-acrylamido-2-methyl-propyl-sulfonate